C(C)(=O)N1CC(CC1)(C(=O)N1C(CC(C1)F)C(=O)NC(C1=CC=C(C=C1)C(C)C)C1=CC=CC=C1)C 1-(1-acetyl-3-methylpyrrolidine-3-carbonyl)-4-fluoro-N-{phenyl[4-(propan-2-yl)phenyl]methyl}pyrrolidine-2-carboxamide